CC1=C(C=C(C(=O)NC2=NC=CC(=C2)C(F)(F)F)C=C1)C#CC1=CC2=C(N(C=N2)C2CCN(CC2)C)C=C1 4-methyl-3-((1-(1-methylpiperidin-4-yl)-1H-benzo[d]imidazol-5-yl)ethynyl)-N-(4-(trifluoromethyl)pyridin-2-yl)benzamide